C[C@H]1N2CCOC3CCCCC3C3CCC(OC[C@@H]2[C@@]2(C1)NCCOC2)CC3 (1's,3R,12'R,15'S,18's)-12'-methyl-8',17'-dioxa-11'-azaspiro[morpholine-3,14'-tetracyclo[16.2.2.02,7.011,15]docosane]